6-((3-ethyl-6,8-difluoro-1,4-dioxo-1,4-dihydronaphthalen-2-yl)methyl)-3-(trifluoromethyl)picolinonitrile C(C)C1=C(C(C2=C(C=C(C=C2C1=O)F)F)=O)CC1=CC=C(C(=N1)C#N)C(F)(F)F